C(#N)COC1=CC=C(C=C1)C(/C=C/C1=CC=C(C(=O)O)C=C1)=O 4-[(E)-3-[4-(Cyanomethoxy)phenyl]-3-oxoprop-1-enyl]benzoic acid